Ethyl (E)-3-(3-(1-cyano-1-(2-(2-fluoro-5-((6-fluoro-4-(methylthio)-1H-indol-5-yl)oxy)phenyl)-1H-imidazol-5-yl)ethyl)phenyl)acrylate C(#N)C(C)(C1=CN=C(N1)C1=C(C=CC(=C1)OC=1C(=C2C=CNC2=CC1F)SC)F)C=1C=C(C=CC1)/C=C/C(=O)OCC